ClC1=NC2=CC=C(C=C2C=C1)C#CC1=C(C=CC=C1F)F 2-chloro-6-((2,6-difluorophenyl)ethynyl)quinoline